4-(4-(4-acetyl-4-phenylpiperidin-1-yl)-6-fluoroquinoline-3-carbonyl)-N,N-dimethylpiperazine-1-carboxamide C(C)(=O)C1(CCN(CC1)C1=C(C=NC2=CC=C(C=C12)F)C(=O)N1CCN(CC1)C(=O)N(C)C)C1=CC=CC=C1